C(#N)N1C[C@@H](C[C@@H]1COC)NC(=O)C=1OC(=NN1)C1=C(C=CC(=C1)C(F)(F)F)OC N-((3R,5R)-1-Cyano-5-(methoxymethyl)pyrrolidin-3-yl)-5-(2-methoxy-5-(trifluoromethyl)phenyl)-1,3,4-oxadiazole-2-carboxamide